FC=1C=C2NC(C=3N(C2=C(C1C1=C2C=NN(C2=CC=C1)S(=O)(=O)C)F)C(=CC3)C)(C)C 7,9-difluoro-1,4,4-trimethyl-8-(1-methylsulfonylindazol-4-yl)-5H-pyrrolo[1,2-a]quinoxaline